6-(3,5-dichloro-4-((2'-oxospiro[cyclobutane-1,3'-indoline]-5'-yl)oxy)phenyl)-1,2,4-triazine-3,5(2h,4h)-dione ClC=1C=C(C=C(C1OC=1C=C2C3(C(NC2=CC1)=O)CCC3)Cl)C=3C(NC(NN3)=O)=O